FC(C1=NC=CC(=C1)NC(=O)C=1C=NNC1)(F)F N-[2-(trifluoromethyl)pyridin-4-yl]-1H-pyrazole-4-carboxamide